(2S)-2-amino-3-(4-(5-amino-6-((R)-1-(4-chloro-2-(3-methyl-1H-pyrazole-1-yl)phenyl)-2,2,2-trifluoroethoxy)pyridine-3-yl)cyclohex-3-ene-1-yl)propionic acid dihydrochloride Cl.Cl.N[C@H](C(=O)O)CC1CC=C(CC1)C=1C=NC(=C(C1)N)O[C@@H](C(F)(F)F)C1=C(C=C(C=C1)Cl)N1N=C(C=C1)C